O=C1N(CCC(N1)=O)N1C(C2=CC(=CC=C2C1=O)F)=O 2-(2,4-dioxotetrahydropyrimidin-1(2H)-yl)-6-fluoroisoindoline-1,3-dione